BrC=1C=CC(=C(C1)NC(=O)C1=CNC(C=C1C(F)F)=O)N1C[C@@H](N(CC1)C)C (S)-N-(5-bromo-2-(3,4-dimethylpiperazin-1-yl)phenyl)-4-(difluoromethyl)-6-oxo-1,6-dihydropyridine-3-carboxamide